4-benzylphenyl-diazonium tetrafluoroborate F[B-](F)(F)F.C(C1=CC=CC=C1)C1=CC=C(C=C1)[N+]#N